C(CCCCCCCCC)N(C(CCNC(CNCC(CN(C)CCO)O)=O)=O)CCCCCCCCCC N,N-didecyl-3-(2-((2-hydroxy-3-((2-hydroxyethyl)(methyl)amino)propyl)amino)acetamido)propanamide